C(C)(C)(C)OC(CC1(CCN(CC1)C1=CC=C(C=C1)C=1C=CC2=CN(N=C2C1F)C(C(NC=1SC=CN1)=O)C1=C2N(C=N1)CCC2)O)=O 2-[1-[4-[2-[1-(6,7-dihydro-5H-pyrrolo[1,2-c]imidazol-1-yl)-2-oxo-2-(thiazol-2-ylamino)ethyl]-7-fluoro-indazol-6-yl]phenyl]-4-hydroxy-4-piperidinyl]acetic acid tert-butyl ester